Bis(m-tolyl)silylene(cyclopentadienyl)(3,6-di-tert-butylfluorenyl)zirconium dichloride [Cl-].[Cl-].C1(=CC(=CC=C1)[Si](=[Zr+2](C1=CC(=CC=2C3=CC(=CC=C3CC12)C(C)(C)C)C(C)(C)C)C1C=CC=C1)C=1C=C(C=CC1)C)C